Terbium-Aluminium [Al].[Tb]